8-bromo-7-fluoro-3-methyl-1-(tetrahydro-2H-pyran-4-yl)-1,3-dihydro-2H-imidazo[4,5-c]cinnolin-2-one BrC1=CC=2C3=C(N=NC2C=C1F)N(C(N3C3CCOCC3)=O)C